BrC=1C=C(C=C(C1)C(C)(C)C)I 3-Bromo-5-tert-butyliodobenzene